N-(2-((5-fluorobenzo[d]oxazol-2-yl)amino)benzoxazol-5-yl)acetamide FC=1C=CC2=C(N=C(O2)NC=2OC3=C(N2)C=C(C=C3)NC(C)=O)C1